Adenine-Citrate N1=C(N=C2N=CNC2=C1N)C(C(CC(=O)[O-])(O)C(=O)[O-])C(=O)[O-]